1-(4-(m-tolyloxy)phenyl)ethanone C1(=CC(=CC=C1)OC1=CC=C(C=C1)C(C)=O)C